4-[[(benzoyl)amino]sulfonyl]benzoyl chloride C(C1=CC=CC=C1)(=O)NS(=O)(=O)C1=CC=C(C(=O)Cl)C=C1